C(C)S(=O)(=O)C=1C=C(C=NC1C1=NC=C2N1C=CN=C2OCC(C(F)(F)F)(F)F)C(C#N)(C)C 2-[5-ethylsulfonyl-6-[8-(2,2,3,3,3-penta-fluoropropoxy)imidazo[1,5-a]pyrazin-3-yl]-3-pyridyl]-2-methyl-propanenitrile